ethyl 5,8-dioxaspiro[3.4]octane-2-carboxylate C1C(CC12OCCO2)C(=O)OCC